COC=1C=C(C=CC1OC(=O)C(C)(C)C)C1=NC2=CC(=CC(=C2C(C1OC(=O)C(C)(C)C)=O)OC(=O)C(C)(C)C)OC 2-(3-methoxy-4-(tert-butylcarbonyloxy)-phenyl)-7-methoxy-3,5-di-(tert-butylcarbonyloxy)-quinolin-4-one